3-CYANO-5-HYDROXYBENZALDEHYDE C(#N)C=1C=C(C=O)C=C(C1)O